10,17-dihydroxy-7,11,13,15,19-docosapentaenoic acid OC(CC=CCCCCCC(=O)O)C=CC=CC=CC(CC=CCC)O